2-(2'-hydroxy-4'-carboxypropoxy-phenyl)benzotriazole ethyl-(3S)-3-amino-3-[4-fluoro-2'-hydroxy-3',6'-dimethyl-5-(trifluoromethyl)-[1,1'-biphenyl]-3-yl]propanoate hydrochloride Cl.C(C)OC(C[C@@H](C=1C=C(C=C(C1F)C(F)(F)F)C1=C(C(=CC=C1C)C)O)N)=O.OC1=C(C=CC(=C1)OCCCC(=O)O)N1N=C2C(=N1)C=CC=C2